(S)-2-(2-((2S,4R)-4-amino-1-(6-chloroimidazo[1,2-a]pyridine-2-carbonyl)pyrrolidin-2-yl)thiazole-4-carboxamido)-N1-methylpentanediamide N[C@@H]1C[C@H](N(C1)C(=O)C=1N=C2N(C=C(C=C2)Cl)C1)C=1SC=C(N1)C(=O)N[C@H](C(=O)NC)CCC(=O)N